(R)-3-((tert-butyldiphenylsilyl)oxy)-2-methylpropane [Si](C1=CC=CC=C1)(C1=CC=CC=C1)(C(C)(C)C)OCC(C)C